C(=O)C1=C(C=C(C=C1C)B(O)O)C (4-formyl-3,5-dimethyl-phenyl)boronic acid